ethoxydi(1-fluorophenyl)phosphine C(C)OP(C1(CC=CC=C1)F)C1(CC=CC=C1)F